NCC1CC12CN(CC2)C(=O)[O-] 1-(aminomethyl)-5-azaspiro[2.4]heptane-5-carboxylate